3,5-dimethoxy-stilbene COC=1C=C(C=C(C1)OC)C=CC1=CC=CC=C1